6-[(2-{3-[(2,4-diamino-6-ethylpyrimidin-5-yl)oxy]propoxy}phenyl)amino]-6-oxohexanoic acid NC1=NC(=C(C(=N1)N)OCCCOC1=C(C=CC=C1)NC(CCCCC(=O)O)=O)CC